hydroxymethylpiperidine-3-carboxamide OCN1CC(CCC1)C(=O)N